C(C)(C)(C)N1CCC(CC1)CN1C(=CC=C1)C(=O)OC tert-butyl-4-((2-(methoxycarbonyl)-1H-pyrrol-1-yl)methyl)piperidine